N-(2-amino-5-chloro-4-fluorophenyl)-N-methylmethanesulfonamide NC1=C(C=C(C(=C1)F)Cl)N(S(=O)(=O)C)C